(R)-3-(4-bromothiazol-2-yl)-2-((tert-butoxycarbonyl)amino)propionic acid methyl ester COC([C@@H](CC=1SC=C(N1)Br)NC(=O)OC(C)(C)C)=O